C1=CC=CC2=PC=C3C=CC=CC3=C12 Phosphanthridine